3-ethyl-N5-((1R,2R)-2-(methoxymethyl)cyclopropyl)-N7-methyl-3-phenyl-2,3-dihydrobenzofuran-5,7-dicarboxamide C(C)C1(COC2=C1C=C(C=C2C(=O)NC)C(=O)N[C@H]2[C@@H](C2)COC)C2=CC=CC=C2